C1(CCCCC1)=CC(=O)N1N=CC2=CC=CC=C2C12C(=NN(C2=O)C2=CC=CC=C2)C 2-(2-Cyclohexylideneacetyl)-3'-methyl-1'-phenyl-2H-spiro[phthalazine-1,4'-pyrazol]-5'(1'H)-one